FC1(COC1)CN1N=CC(=C1)N1CC=2C(=NC=CC2C1=O)C1=C(C=C(C=C1)F)OCC(F)(F)F 2-{1-[(3-fluorooxetan-3-yl)methyl]-1H-pyrazol-4-yl}-4-[4-fluoro-2-(2,2,2-trifluoroethoxy)phenyl]-2,3-dihydro-1H-pyrrolo[3,4-c]pyridin-1-one